C1(CC1)C1=C(C=C(C=C1)C(NC(=O)C1N(CC(C1)F)C(CNC=1N=NN(C1)CC)=O)C1=CC=CC=C1)F N-[(4-cyclopropyl-3-fluorophenyl)(phenyl)methyl]-1-{2-[(1-ethyl-1H-1,2,3-triazol-4-yl)amino]acetyl}-4-fluoropyrrolidine-2-carboxamide